CN1C(=NC2=C1C=CC=C2)C=2C(OC1=CC(=CC=C1C2)N(CC)CC)=O 3-(1-methylbenzimidazol-2-yl)-7-(diethylamino)-coumarin